dimethyl 2-[benzyloxycarbonyl-[2-(tert-butoxycarbonylamino)ethyl]amino]pentanedioate C(C1=CC=CC=C1)OC(=O)N(C(C(=O)OC)CCC(=O)OC)CCNC(=O)OC(C)(C)C